F[C@@H]1[C@@]2(CCC[C@H](C[C@H]1OC=1N=CC(=NC1)C=1C(=CC(=NC1)N1C=NC=C1)O)N2)C 5-(5-(((1s,2r,3r,5r)-2-fluoro-1-methyl-9-azabicyclo[3.3.1]non-3-yl)oxy)pyrazin-2-yl)-2-(1H-imidazol-1-yl)pyridin-4-ol